FC(C(=O)O)(F)F.CN1C(CC(CC1)N(C=1SC2=C(C=NC(=C2)C=2C=C(C=3N(C2)C=C(N3)C)F)N1)C)C N-(1,2-dimethylpiperidin-4-yl)-6-(8-fluoro-2-methylimidazo[1,2-a]pyridin-6-yl)-N-methyl[1,3]thiazolo[4,5-c]pyridin-2-amine trifluoroacetate